BrC1=CC=C(C=C1)N1N=C(C(=C1)[C@H]1O[C@@H](C(N1CCC1=CC(=C(C=C1)N)N)=O)C)C1=CC=C(C=C1)F (2r,5r)-2-(1-(4-bromophenyl)-3-(4-fluorophenyl)-1H-pyrazol-4-yl)-3-(3,4-diaminophenethyl)-5-methyl-oxazolidin-4-one